(Z)-2-((1-((benzhydryloxy)carbonyl)cyclobutoxy)imino)-2-(5-((tert-butoxycarbonyl)amino)-1,2,4-thiadiazol-3-yl)acetic acid C(C1=CC=CC=C1)(C1=CC=CC=C1)OC(=O)C1(CCC1)O\N=C(/C(=O)O)\C1=NSC(=N1)NC(=O)OC(C)(C)C